C(CC)C1(C=CC=C1)[Hf](N(C)C)(N(C)C)N(C)C (n-propylcyclopentadienyl)tris(dimethylamino)hafnium